N-(3-chloro-5-(ethylsulfonamido)phenyl)-1-(3,5-difluoropyridin-2-yl)-5-methyl-1H-pyrrole-3-carboxamide ClC=1C=C(C=C(C1)NS(=O)(=O)CC)NC(=O)C1=CN(C(=C1)C)C1=NC=C(C=C1F)F